2-(2-(2-(2-aminoethoxy)ethoxy)ethoxy)-N-(2-(4-(6-chloro-2-(((3R,3aR,6R,6aR)-6-hydroxyhexahydrofuro[3,2-b]furan-3-yl)oxy)-1H-imidazo[4,5-b]pyridin-5-yl)phenoxy)ethyl)acetamide NCCOCCOCCOCC(=O)NCCOC1=CC=C(C=C1)C1=C(C=C2C(=N1)N=C(N2)O[C@H]2[C@@H]1[C@H](OC2)[C@@H](CO1)O)Cl